(S)-2-((5-bromopyrimidin-2-yl)amino)-4-(((S)-2-fluoro-3-methoxypropyl)(4-(5,6,7,8-tetrahydro-1,8-naphthyridin-2-yl)butyl)amino)butanoic acid BrC=1C=NC(=NC1)N[C@H](C(=O)O)CCN(CCCCC1=NC=2NCCCC2C=C1)C[C@@H](COC)F